COC=1C=C(C=CC1NC(C1=CC(=CC=C1)Cl)=O)NC(=O)C1=CC=CC2=CC=CC=C12 N-(3-methoxy-4-(3-chlorobenzamido)phenyl)-1-naphthamide